1-ethyl-4-propylpiperazine-2,5-dione C(C)N1C(CN(C(C1)=O)CCC)=O